5-[1-(benzenesulfonyl)piperidin-4-yl]-2-({6-[(1,3-benzothiazol-2-yl)amino]-5-methylpyridazin-3-yl}(methyl)amino)-1,3-thiazole-4-carboxylic acid C1(=CC=CC=C1)S(=O)(=O)N1CCC(CC1)C1=C(N=C(S1)N(C)C=1N=NC(=C(C1)C)NC=1SC2=C(N1)C=CC=C2)C(=O)O